C(CCCCC)C1=CC=C(S1)/C=C/C1=CC=2C(C3=CC=CC=C3C(C2C=C1)=O)=O (E)-2-[5'-hexyl-2'-thiophenyl-vinyl]-9,10-anthraquinone